[N-](C#N)C#N.C(CCC)N1CN(C=C1)C 1-butyl-3-methylimidazol dicyanamide salt